BrC=1C2=C(N(N=C2C=CC1)C)N(C(OC(C)(C)C)=O)CCN(C)C(=O)OC(C)(C)C tert-butyl N-(4-bromo-2-methyl-indazol-3-yl)-N-[2-[tert-butoxycarbonyl(methyl)amino]ethyl]carbamate